FC1(CCC(CC1)[C@H](NC(=O)C=1N=COC1C(C)C)C1=NC2=C(N1)C=CC(=C2)[C@@H](C)NC(CCC(F)(F)F)=O)F N-((S)-(4,4-Difluorocyclohexyl)(5-((R)-1-(4,4,4-trifluorobutanamido)ethyl)-1H-benzo[d]imidazol-2-yl)methyl)-5-isopropyloxazole-4-carboxamide